O=C1N(C(CN1)=O)CC(=O)N1[C@@H](C[C@H](C1)F)C(=O)N[C@H](C1=CC=C(C=C1)C(C)C)C1=CC=CC=C1 (2S,4R)-1-[2-(2,5-dioxoimidazolidin-1-yl)acetyl]-4-fluoro-N-[(S)-phenyl[4-(propan-2-yl)phenyl]methyl]pyrrolidine-2-carboxamide